ClC=1C=C2C(C(=C(NC2=CC1OC)C)C1=CC=C(C=C1)C1=C(C=C(C=C1)OC(F)(F)F)OC)=O 6-chloro-7-methoxy-3-(2'-methoxy-4'-(trifluoromethoxy)-[1,1'-biphenyl]-4-yl)-2-methylquinolin-4(1H)-one